CN(C)CC1=C(C=CC(=N1)NC=1C=CC(=C2CNC(C12)=O)C1=CN=C2N1C=CC(=C2)F)N2C[C@H]([C@@H](CC2)F)O 7-((6-((dimethyl-amino)methyl)-5-((3R,4R)-4-fluoro-3-hydroxy-piperidin-1-yl)pyridin-2-yl)amino)-4-(7-fluoro-imidazo[1,2-a]pyridin-3-yl)isoindolin-1-one